rac-N-((1r,4r)-4-aminocyclohexyl)-4-((3-(2,3-difluoro-4-methoxyphenyl)imidazo[1,2-a]pyrazin-8-yl)amino)-2-methylbenzamide NC1CCC(CC1)NC(C1=C(C=C(C=C1)NC=1C=2N(C=CN1)C(=CN2)C2=C(C(=C(C=C2)OC)F)F)C)=O